N1(C=NC=C1)CCNCCNC(O[C@H]1[C@H](NC[C@@H]1O)CC1=CC=C(C=C1)OC)=O (2R,3S,4S)-4-hydroxy-2-[(4-methoxyphenyl)methyl]pyrrolidin-3-yl N-(2-{[2-(imidazol-1-yl)ethyl]amino}ethyl)carbamate